tert-butyl ((4-((3,4-dimethylphenyl)amino)cyclohexyl)methyl)carbamate CC=1C=C(C=CC1C)NC1CCC(CC1)CNC(OC(C)(C)C)=O